CN[C@@H](CCC(=O)O)C(=O)O The molecule is a N-methyl-L-alpha-amino acid with L-glutamic acid as the amino acid component. It has a role as a bacterial xenobiotic metabolite. It is a N-methyl-L-alpha-amino acid and a methyl-L-glutamic acid. It is a conjugate acid of a N-methyl-L-glutamate(1-).